6-methyl-2-(methylsulfanyl)pyrido[3,4-d]pyrimidin-8(7H)-one CC1=CC2=C(N=C(N=C2)SC)C(N1)=O